(R)-3-Hydroxy-1-methyl-3-(3-(6-(2-(((S)-1-oxo-1-(3-(trifluoromethyl)azetidin-1-yl)propan-2-yl)amino)pyrimidin-4-yl)pyridin-2-yl)isoxazol-5-yl)pyrrolidin-2-one O[C@@]1(C(N(CC1)C)=O)C1=CC(=NO1)C1=NC(=CC=C1)C1=NC(=NC=C1)N[C@H](C(N1CC(C1)C(F)(F)F)=O)C